Benzyl 7-methyl-2,7-diazaspiro[3.5]nonane-2-carboxylate CN1CCC2(CN(C2)C(=O)OCC2=CC=CC=C2)CC1